O.CC(C(=O)O)C 2-methylpropanoic acid hydrate